CC(C)N1N=CN=C1 1-(Prop-2-yl)-1H-1,2,4-triazole